[Ga].[In].[Cu] copper-indium-gallium